N1(N=CC=C1)C1=C(CNC2=C3N=CN(C3=NC(=N2)N2CCC(CC2)N(C(OC(C)(C)C)=O)C)C(C)C)C=CC=C1 tert-butyl (1-(6-((2-(1H-pyrazol-1-yl)benzyl)amino)-9-isopropyl-9H-purin-2-yl)piperidin-4-yl)(methyl)carbamate